CC=1C=CC(=NC1C1=CC2=C(N=C(N=C2)NC)N2C1=NCC2)NC(=O)C2=NC=CC(=C2)C(F)(F)F N-(5-methyl-6-(2-(methylamino)-8,9-dihydroimidazo[1',2':1,6]pyrido[2,3-d]pyrimidin-6-yl)pyridin-2-yl)-4-(trifluoromethyl)pyridineamide